CC1=CC=C(C=C1)C(CC=C)(C1=CC=C(C=C1)C)N 1,1-bis(4-methylphenyl)homoallylamine